4-nitrobenzene Methyl-formate COC=O.[N+](=O)([O-])C1=CC=CC=C1